ClC=1C=C2C=CN(C2=C(C1)C1=C2C(=NC=C1)C=C(S2)CN2C(N(C(=CC2=O)Cl)CC(F)F)=O)CC2(CCNCC2)C#N 4-((5-chloro-7-(2-((4-chloro-3-(2,2-difluoroethyl)-2,6-dioxo-3,6-dihydropyrimidin-1(2H)-yl)methyl)thieno[3,2-b]pyridin-7-yl)-1H-indol-1-yl)methyl)piperidine-4-carbonitrile